Methyl 3-(decyloxy)-5-(pentadecyloxy)benzoate C(CCCCCCCCC)OC=1C=C(C(=O)OC)C=C(C1)OCCCCCCCCCCCCCCC